C12N(CC(CC1)CC2)CCC(=O)NC=2C=C(C(=NC2)C)NC(=O)C=2C=NN1C2SC(=C1)C=1C=NN(C1)C N-(5-(3-(2-azabicyclo[2.2.2]octan-2-yl)propanamido)-2-methylpyridin-3-yl)-2-(1-methyl-1H-pyrazol-4-yl)pyrazolo[5,1-b]thiazole-7-carboxamide